C(C)(C)C=1C=C(C=CC1OC1=CC=NC2=CC(=C(C=C12)OC)OCCCN1CCOCC1)N1C(N(CC1=O)C=1C=NC=C(C1)C(F)(F)F)=O 3-[3-isopropyl-4-({6-methoxy-7-[3-(4-morpholinyl)propoxy]-4-quinolinyl}oxy)phenyl]-1-[5-(trifluoromethyl)-3-pyridinyl]-2,4-imidazolidinedione